C(CCC)NCCC[Si](OC)(OC)OC N-(n-Butyl)-3-aminopropyltrimethoxysilan